(6-fluoro-1H-indol-4-yl)-6,7-dimethoxy-1-oxo-1,2-dihydroisoquinoline-4-carboxylic acid FC1=CC(=C2C=CNC2=C1)N1C(C2=CC(=C(C=C2C(=C1)C(=O)O)OC)OC)=O